CC1=C(C(=CC(=C1)O[Si](C(C)C)(C(C)C)C(C)C)C)CC=1C=C2CCC(NC2=NC1)=O 6-[(2,6-dimethyl-4-triisopropylsiloxy-phenyl)-methyl]-3,4-dihydro-1H-naphthyridin-2-one